ethyl cyclohexyl-vinyl ether C1(CCCCC1)C=COCC